2-methyl-1,3-diaminobenzene CC1=C(C=CC=C1N)N